BrC=1N=CN2C1N=C(C=C2C2(CC2)S(=O)(=O)C)N2[C@@H](COCC2)C (R)-4-(8-bromo-4-(1-(methylsulfonyl)cyclopropyl)imidazo[1,5-a]pyrimidin-2-yl)-3-methylmorpholine